CC1OCC(C1)(C1=CC=CC=C1)C 2,4-dimethyl-4-phenyloxolane